C(C1CO1)OCC1CO1 bis-glycidyl ether